OC(=C(C#N)C#N)C=1C=CC2=C(N=C(S2)C2=CC=CC=C2)C1 2-(hydroxy(2-phenylbenzo[d]thiazol-5-yl)methylene)malononitrile